tert-butyl (S)-2-(2-(2-(4-((5-methyl-4-oxo-3-(2-oxo-2-(phenethylamino)acetamido)-2,3,4,5-tetrahydrobenzo[b][1,4]oxazepin-7-yl)ethynyl)piperidin-1-yl)ethoxy)ethoxy)acetate CN1C2=C(OC[C@@H](C1=O)NC(C(NCCC1=CC=CC=C1)=O)=O)C=CC(=C2)C#CC2CCN(CC2)CCOCCOCC(=O)OC(C)(C)C